N-(4-(1-ethyl-4-(trifluoromethyl)-1H-imidazol-2-yl)phenyl)-4,5,6,7-tetrahydropyrazolo[1,5-a]pyridin-4-amine C(C)N1C(=NC(=C1)C(F)(F)F)C1=CC=C(C=C1)NC1C=2N(CCC1)N=CC2